2-((1-methyl-4-oxo-2-(trifluoromethyl)-1,4-dihydroquinolin-7-yl)amino)-1-((2-(trimethylsilyl)ethoxy)methyl)-1H-imidazole-4-carboxamide CN1C(=CC(C2=CC=C(C=C12)NC=1N(C=C(N1)C(=O)N)COCC[Si](C)(C)C)=O)C(F)(F)F